C(C1=CC=CC=C1)N1C(=CC(=C1)C1=C(C=CC(=C1)F)F)[C@@H](C(C)(C)C)N[S@](=O)C(C)(C)C (R)-N-{(1R)-1-[1-benzyl-4-(2,5-difluorophenyl)-1H-pyrrol-2-yl]-2,2-dimethylpropyl}-2-methylpropan-2-sulfinamide